N(=[N+]=[N-])C1C(N(C=2N(CC1)N=C(C2)C2(CC2)F)C)=O 6-azido-2-(1-fluorocyclopropyl)-4-methyl-7,8-dihydro-4H-pyrazolo[1,5-a][1,3]diazepin-5(6H)-one